5-((2-((Tert-butoxycarbonyl)(4-((3-chloro-4-(trifluoromethoxy)benzyl)amino)butyl)amino)ethyl)amino)benzo[c][2,6]naphthyridine-8-carboxylic acid C(C)(C)(C)OC(=O)N(CCNC1=NC2=C(C3=CN=CC=C13)C=CC(=C2)C(=O)O)CCCCNCC2=CC(=C(C=C2)OC(F)(F)F)Cl